CC=1C=NC=2N(C1)N=CC2C(=O)NC=2C=C1C(=NC2N2CCN(CC2)CC(=O)N)O[C@@](C1)(C)CO |r| 6-methyl-N-[rac-(2R)-6-[4-(2-amino-2-oxo-ethyl)piperazin-1-yl]-2-(hydroxymethyl)-2-methyl-3H-furo[2,3-b]pyridin-5-yl]pyrazolo[1,5-a]pyrimidine-3-carboxamide